(1-(N-methyl-5-((2-methyl-2H-1,2,3-triazol-4-yl)ethynyl)nicotinamido)-3-phenylpropan-2-yl) dihydrogen phosphate P(=O)(OC(CN(C(C1=CN=CC(=C1)C#CC1=NN(N=C1)C)=O)C)CC1=CC=CC=C1)(O)O